3-Acetoxypropane-1,2-diyl distearate C(CCCCCCCCCCCCCCCCC)(=O)OCC(COC(C)=O)OC(CCCCCCCCCCCCCCCCC)=O